{8-[(6,6-dimethylhept-2-en-4-yn-1-yl)(naphthalen-1-ylmethyl)amino]octyl}carbamic acid tert-butyl ester C(C)(C)(C)OC(NCCCCCCCCN(CC1=CC=CC2=CC=CC=C12)CC=CC#CC(C)(C)C)=O